ClC=1C=C(C=CC1Cl)C(CN1C(N(C2=C1C=CC=C2)CC=2N=NN(C2)C=2C=C(C=CC2)C)=N)O 1-(3,4-dichlorophenyl)-2-(2-imino-3-((1-(m-tolyl)-1H-1,2,3-triazol-4-yl)methyl)-2,3-dihydro-1H-benzo[d]imidazol-1-yl)ethan-1-ol